6-(2,4-dimethylpyrazol-3-yl)-N-[[2-(tetrahydropyran-4-ylmethyl)-3,3a,4,5,6,6a-hexahydro-1H-cyclopenta[c]pyrrol-4-yl]methyl]pyridazin-3-amine CN1N=CC(=C1C1=CC=C(N=N1)NCC1CCC2CN(CC21)CC2CCOCC2)C